C(C)(C)(C)OC(=O)N1CC2=NNC=C2C1C(=O)O 5-Tert-Butoxycarbonyl-4,6-dihydro-2H-pyrrolo[3,4-c]pyrazole-4-carboxylic acid